N1=C(C=CC=C1)C=1NC2=C(N1)C=CC=C2 2-(2-pyridyl)-benzimidazole